N'-(3-(3-cyclopropyl-2-fluorophenoxy)-6-methylpyridazine-4-carbonyl)-N-(2,4-dimethylbenzyl)methanesulfonohydrazide C1(CC1)C=1C(=C(OC=2N=NC(=CC2C(=O)NN(S(=O)(=O)C)CC2=C(C=C(C=C2)C)C)C)C=CC1)F